β-(2,3-epoxycyclohexyl)ethyltriethoxysilane C1(C2C(CCC1)O2)CC[Si](OCC)(OCC)OCC